6-[[5-[(6-cyano-4-methyl-3-pyridyl)oxy]-3-methyl-imidazo[4,5-b]pyridin-7-yl]amino]-N-(3-methoxypropyl)pyridine-3-carboxamide C(#N)C1=CC(=C(C=N1)OC1=CC(=C2C(=N1)N(C=N2)C)NC2=CC=C(C=N2)C(=O)NCCCOC)C